NC=1C2=C(N(C(N1)=O)C=1C(=C(C#N)C=CC1)OC)N=C(C=C2)C2CC2 3-(4-amino-7-cyclopropyl-2-oxopyrido[2,3-d]pyrimidin-1(2H)-yl)-2-methoxybenzonitrile